(E)-3-methyl-1,3-dodecadiene C/C(/C=C)=C\CCCCCCCC